C1=C(C=CC2=CC=CC=C12)C1=CC=C(C=C1)NC1=CC=C(C=C1)C=1C(=CC=CC1)C1=CC=C(C=C1)C1=CC=CC=C1 N-(4-(2-naphthyl)phenyl)-[1,1':2',1'':4'',1'''-quaterphenyl]-4-amine